N-((6'-(4-fluorophenyl)-6-oxo-1,6-dihydro-[2,4'-bipyridin]-3'-yl)methyl)acrylamide FC1=CC=C(C=C1)C1=CC(=C(C=N1)CNC(C=C)=O)C=1NC(C=CC1)=O